N#CN Cyanamide